C=1N=CC2=CC(CC(C12)=O)=O isoindole-5,7-dione